4-cyclopropyl-5-(2,6-diazaspiro[3.3]heptan-2-ylmethyl)thiadiazole C1(CC1)C=1N=NSC1CN1CC2(C1)CNC2